NC([C@H](C[C@H]1C(NCC1)=O)NC(=O)[C@H]1C[Si](CN1C(=O)C=1NC2=C(C=CC=C2C1)Cl)(C)C)=O (S)-N-((S)-1-Amino-1-oxo-3-((S)-2-oxopyrrolidin-3-yl)propan-2-yl)-1-(7-chloro-1H-indole-2-carbonyl)-3,3-dimethyl-1,3-azasilolidine-5-carboxamide